C1(CC1)NCCC1=NC=C(C=C1[C@H]1N(CCC1)C1=NC=2N(C=C1)N=CC2C(=O)OCC)F ethyl (S)-5-(2-(2-(2-(cyclopropylamino)ethyl)-5-fluoropyridin-3-yl) pyrrolidin-1-yl)pyrazolo[1,5-a]pyrimidine-3-carboxylate